ClC1=CC=C(C=C1)CN1CC2CN(CC2C1)C(=O)OC(C)(C)C tert-butyl 2-[(4-chlorophenyl)methyl]-1,3,3a,4,6,6a-hexahydropyrrolo[3,4-c]pyrrole-5-carboxylate